butyl 3-hydroxy-5-oxopiperidine-1-carboxylate OC1CN(CC(C1)=O)C(=O)OCCCC